copper-zinc-calcium oxide [O-2].[Ca+2].[Zn+2].[Cu+2].[O-2].[O-2]